[Br-].C(CCCCCC)C1=CC(=NN1)CCCCCCC Diheptylpyrazole Bromide